N1C=C(C2=CC=CC=C12)C1=NC=NC=C1C(=O)[O-] 4-(1H-indol-3-yl)pyrimidine-5-carboxylate